(2S,4R)-4-fluoro-1-{2-[(1,3-oxazol-2-yl)amino]acetyl}-N-[(S)-phenyl[4-(propan-2-yl)phenyl]methyl]pyrrolidine-2-carboxamide F[C@@H]1C[C@H](N(C1)C(CNC=1OC=CN1)=O)C(=O)N[C@H](C1=CC=C(C=C1)C(C)C)C1=CC=CC=C1